COC1=C(C=C(C(=C1)C=O)OC)C=O 2,5-bisMethoxybenzene-1,4-dicarbaldehyde